N[C@@H](CC(=O)OC(C)(C)C)C(COC1=C(C(=CC(=C1F)F)F)F)O tert-butyl (3S)-3-amino-4-hydroxy-5-(2,3,5,6-tetrafluorophenoxy)pentanoate